(1R,2S)-2-(4-Fluorophenyl)cyclopropane-1-amine FC1=CC=C(C=C1)[C@H]1[C@@H](C1)N